7-({[(benzyloxy)cyclohexyl]oxy}methyl)-2-oxo-3-oxa-1,8-diazaspiro[5.5]undecane-8-carboxylate C(C1=CC=CC=C1)OC1(CCCCC1)OCC1C2(CCOC(N2)=O)CCCN1C(=O)[O-]